ClC1=C(C=CC(=C1)Cl)C(CC)=O 2',4'-dichloropropiophenone